C(C)(=O)O.C(C)(=O)O.N[C@@H](CCC(=O)O)C(=O)O glutamic acid di-acetate